tert-butyl N-[(1S)-1-[(2S,4R)-2-[(5-chloropyrazin-2-yl)methylcarbamoyl]-4-hydroxy-pyrrolidine-1-carbonyl]-2,2-dimethyl-propyl]carbamate ClC=1N=CC(=NC1)CNC(=O)[C@H]1N(C[C@@H](C1)O)C(=O)[C@H](C(C)(C)C)NC(OC(C)(C)C)=O